C(C)(C)(C)OC(=O)N1C(C(C2=CC=CC=C12)(C1=CC=CC=C1)C1C(C2=C(C=CC(=C2C=C1)C)C)O)=O (1-hydroxy-5,8-dimethyl-1,2-dihydronaphthalen-2-yl)-2-oxo-3-phenylindoline-1-carboxylic acid tert-butyl ester